CC(C)OC(=O)N1CCN(CC1)C1=CC=C(C=C1)C1=C(C=C(C=C1)Cl)N1CC(CCC1)N1N=CC(=C1C(F)(F)F)C(=O)OCC 4-(4'-chloro-2'-{3-[4-(ethoxycarbonyl)-5-(trifluoromethyl)-1H-pyrazol-1-yl]piperidin-1-yl}[1,1'-biphenyl]-4-yl)piperazin-1-carboxylic acid propan-2-yl ester